ClC1=C(C=CC=C1C1=C(C(=NC=C1)C1=CC=2CCCC(C2C=C1)NC[C@H](C)O)Cl)C1=CC=C(C(=N1)OC)CNC[C@H]1CCC(N1)=O (5R)-5-((((6-(2-chloro-3-(3-chloro-2-(5-(((S)-2-hydroxypropyl)amino)-5,6,7,8-tetrahydronaphthalen-2-yl)pyridin-4-yl)phenyl)-2-methoxypyridin-3-yl)methyl)amino)methyl)pyrrolidin-2-one